(3S)-5-bromo-2,3-dihydrobenzofuran-3-amine BrC=1C=CC2=C([C@@H](CO2)N)C1